(6-formyl-pyrido[2,3-d]pyrimidin-4-yl)-2,7-diazaspiro[3.5]nonane-7-carboxylic acid tert-butyl ester C(C)(C)(C)OC(=O)N1CCC2(CNC2C=2C3=C(N=CN2)N=CC(=C3)C=O)CC1